((1R,5S,6s)-6-((4-(2-aminopropan-2-yl)-6-(4-fluorophenyl)pyridin-2-yl)oxy)-3-azabicyclo[3.1.0]hexan-3-yl)(4-ethyl-2-(pyrimidin-2-yl)thiazol-5-yl)methanone NC(C)(C)C1=CC(=NC(=C1)C1=CC=C(C=C1)F)OC1[C@@H]2CN(C[C@H]12)C(=O)C1=C(N=C(S1)C1=NC=CC=N1)CC